CC1(CN2C(OC1)=C(C=N2)[S@@](=O)(N)=NC(NC2=C1C(=CC=3CCCC23)CC1)=O)C (R)-6,6-dimethyl-N'-((2,4,5,6-tetrahydro-1H-cyclobuta[f]inden-3-yl)carbamoyl)-6,7-dihydro-5H-pyrazolo[5,1-b][1,3]oxazine-3-sulfonimidamide